FC(C1=CC(=NC(=C1)C(F)(F)F)N1[C@@H](CCC1)C(=O)N(C1=CC(=C(C=C1)F)Cl)CCCBr)(F)F (S)-1-(4,6-bis(trifluoromethyl)pyridin-2-yl)-N-(3-bromopropyl)-N-(3-chloro-4-fluorophenyl)pyrrolidine-2-carboxamide